5-(m-tolyl)-bicyclo[2.2.1]hept-2-ene C1(=CC(=CC=C1)C1C2C=CC(C1)C2)C